C(C(C)=C)C1=C(C=2C=CC3=C(C=C(C=4C=CC(=C1)C2C43)S(=O)(=O)O)S(=O)(=O)O)S(=O)(=O)O 7-(methallyl)-1,3,6-pyrenetrisulfonic acid